N-(2,6-diisobutylphenyl)-1,2-naphthalenediamine C(C(C)C)C1=C(C(=CC=C1)CC(C)C)NC=1C(=CC=C2C=CC=CC12)N